6-bromo-2,3-dihydro-[1,4]Dioxin BrC1=COCCO1